[N+](=[N-])=CC(CCC(C(=O)OC(C)C)NC([C@H](CCSC)OC)=O)=O isopropyl 6-diazo-2-((S)-2-methoxy-4-(methylthio) butanamido)-5-oxohexanoate